FC1(CC(OCC1)C(=O)OCC)F Ethyl 4,4-difluorotetrahydro-2H-pyran-2-carboxylate